1,3-bis(1,10-phenanthroline-2-yl)benzene N1=C(C=CC2=CC=C3C=CC=NC3=C12)C1=CC(=CC=C1)C1=NC2=C3N=CC=CC3=CC=C2C=C1